(5-chloro-2-methyl-1,6-naphthyridin-3-yl)-1-(1-carbonyl-1,2-dihydroisoquinolin-5-yl)-5-(trifluoromethyl)-1H-pyrazole-4-carboxamide ClC1=C2C=C(C(=NC2=CC=N1)C)C1=NN(C(=C1C(=O)N)C(F)(F)F)C1=C2C=CNC(C2=CC=C1)=C=O